C(=O)=[Fe] carbonyl-iron